(2S,3S,4R,5R)-N-ethyl-5-(2-(furan-3-yl)-6-(methylamino)-9H-purin-9-yl)-3,4-dihydroxyltetrahydrofuran-2-carboxamide C(C)NC(=O)[C@H]1O[C@H]([C@@H]([C@@H]1O)O)N1C2=NC(=NC(=C2N=C1)NC)C1=COC=C1